O1CC(CC2=CC=CC=C12)NC1=NC(=NC(=N1)N)C1=CC=C2C=NN(C2=C1)C1OCCCC1 N2-chroman-3-yl-6-(1-tetrahydropyran-2-yl-indazol-6-yl)-1,3,5-triazine-2,4-diamine